octadeca-9,12-dienoic acid 12-(((4,4-bis(octyloxy) butanoyl) oxy) methyl)-6-hexyl-4,9-dioxo-1-(pyrrolidin-1-yl)-5,8,10-trioxa-3-azatridecan-13-yl ester C(CCCCCCC)OC(CCC(=O)OCC(COC(OCC(OC(NCCN1CCCC1)=O)CCCCCC)=O)COC(CCCCCCCC=CCC=CCCCCC)=O)OCCCCCCCC